ethyl 2-(4,4-difluoroazepan-1-yl)-6-(trifluoromethyl)quinoline-3-carboxylate FC1(CCN(CCC1)C1=NC2=CC=C(C=C2C=C1C(=O)OCC)C(F)(F)F)F